5-({[7-({4'-fluoro-2-methyl-[1,1'-biphenyl]-3-yl}methoxy)-4-{[(2S)-2-(hydroxymethyl)piperidin-1-yl]methyl}-2,3-dihydro-1H-inden-5-yl]oxy}methyl)pyridine-3-carbonitrile FC1=CC=C(C=C1)C1=C(C(=CC=C1)COC=1C=C(C(=C2CCCC12)CN1[C@@H](CCCC1)CO)OCC=1C=C(C=NC1)C#N)C